OC1=C(C=CC(=C1)OCCCCCCCCCCCC)C1=NC(=NC(=N1)C1=C(C=C(C=C1)C)C)C1=C(C=C(C=C1)C)C 2-(2-hydroxy-4-dodecyloxyphenyl)-4,6-bis(2,4-dimethylphenyl)-1,3,5-triazine